CN1N=NC(=C1C=1C=CC=2N(C=3C=C4C(=CC3C2N1)CCC4O)C(C4CCOCC4)C4=CC=CC=C4)C (1,4-dimethyl-1H-1,2,3-triazol-5-yl)-5-(phenyl-(tetrahydro-2H-pyran-4-yl)methyl)-5,7,8,9-tetrahydrocyclopenta[f]pyrido[3,2-b]indol-7-ol